2-[[4-fluoro-2-(trifluoromethyl)phenyl]sulfonyl-2,6-diazaspiro[3.3]heptane-6-carbonyl]-7-oxa-2,5-diazaspiro[3.4]octan-6-one FC1=CC(=C(C=C1)S(=O)(=O)C1NCC12CN(C2)C(=O)N2CC1(C2)NC(OC1)=O)C(F)(F)F